tert-butyl-heptanylboronic acid C(C)(C)(C)C(CCCCCC)B(O)O